[Cl-].OC(C)C=1[N+](=C(NC1)C)C 1-hydroxyethyl-2,3-dimethyl-imidazolium chloride